O1C(CCCC1)CC(=O)NC=1SC(=NN1)C1CN(CC1)C=1N=NC(=CC1)NC(CC1=CC(=CC=C1)OC(F)(F)F)=O 2-(tetrahydro-2H-pyran-2-yl)-N-(5-(1-(6-(2-(3-(trifluoromethoxy)phenyl)acetamido)pyridazin-3-yl)pyrrolidin-3-yl)-1,3,4-thiadiazol-2-yl)acetamide